3,5-dibromo-4-chloro-pyridine BrC=1C=NC=C(C1Cl)Br